3-METHYL-4-OXOHEXANOIC ACID CC(CC(=O)O)C(CC)=O